ClC1=CC(=C2C=NNC2=C1)C1(C[C@@H]2[C@@H](CN(C2)S(=O)(=O)C2CC2)C1)O (3aR,5r,6aS)-5-(6-chloro-1H-indazol-4-yl)-2-(cyclopropylsulfonyl)octahydrocyclopenta[c]pyrrol-5-ol